OCCOC=1C(=C(C2=CC(=CC=C2C1)C1=CC=CC=C1)C1=CC=CC2=CC=C(C=C12)C1=CC=CC=C1)OCCO bis(2-hydroxyethoxy)-7,7'-diphenyl-1,1'-binaphthyl